tert-butyl 4-methyl-2,3-diazabicyclo[3.1.1]heptane-2,3,4-tricarboxylate CC1(N(N(C2CC1C2)C(=O)OC(C)(C)C)C(=O)[O-])C(=O)[O-]